4-amino-5-(((1-methoxycyclopropyl)methyl)amino)picolinonitrile NC1=CC(=NC=C1NCC1(CC1)OC)C#N